O=C1N(C(C2=CC=CC=C12)=O)CC(=O)N(N(C(CN1C(C2=CC=CC=C2C1=O)=O)=O)CC(=O)OC(C)(C)C)CC(=O)OC(C)(C)C Di-Tert-Butyl 2,2'-(1,2-bis(2-(1,3-dioxoisoindolin-2-yl)acetyl)hydrazine-1,2-diyl)diacetate